COCCOCCOCCP(O)(O)=O (2-{2-[2-Methoxy-ethoxy]-ethoxy}-ethyl)phosphonic acid